O1C(=CC=C1)C(C(=O)OCCC)=C propyl 2-furylacrylate